4-((s)-1-((s)-1-((5-(2,4-difluorophenoxy)pyridin-2-yl)amino)-1-oxopropan-2-yl)piperidin-3-yl)pyridine 1-oxide FC1=C(OC=2C=CC(=NC2)NC([C@H](C)N2C[C@@H](CCC2)C2=CC=[N+](C=C2)[O-])=O)C=CC(=C1)F